[(1S)-1-[(2S,4R,SR)-5-(5-amino-2-oxo-thiazolo[4,5-d]pyrimidin-3-yl)-4-hydroxy-tetrahydrofuran-2-yl]propyl] acetate C(C)(=O)O[C@@H](CC)[C@H]1O[C@@H]([C@@H](C1)O)N1C(SC2=C1N=C(N=C2)N)=O |&1:9|